9-([4-[5-(azetidin-1-thiocarbonyl)-3-(trifluoromethyl)pyrazol-1-yl]phenyl]methyl)-2-(3-fluoro-2-isopropylphenyl)-7H-purin-8-one N1(CCC1)C(=S)C1=CC(=NN1C1=CC=C(C=C1)CN1C2=NC(=NC=C2NC1=O)C1=C(C(=CC=C1)F)C(C)C)C(F)(F)F